C(C(C)C)NCCCCCCCN N-isobutylheptane-1,7-diamine